5-(methylsulfonyl)thiophene-2-carboxylic acid CS(=O)(=O)C1=CC=C(S1)C(=O)O